ClC1=CC(=C(C=C1)COC1=NC=2CN(CCC2C=C1C)CC1=NC2=C(N1C[C@H]1OCC1)C(=C(C=C2)C(=O)O)F)OC 2-({2-[(4-chloro-2-methoxyphenyl)methoxy]-3-methyl-5,6,7,8-tetrahydro-1,7-naphthyridin-7-yl}methyl)-7-fluoro-1-{1-[(2S)-oxetan-2-yl]methyl}-1H-1,3-benzodiazole-6-carboxylic acid